C(C)C(COC(CCCCCCCCC(CCCCCCCC)COC(CCCCCCCCCCC(CCCCCC)OC(CCCCC)=O)=O)=O)CCCC 10-(((12-(Hexanoyloxy)-octadecanoyl)-oxy)methyl)octadecanoic acid (2'-ethylhexyl) ester